FC1=C(N)C=C(C(=C1)OC)S(=O)(=O)N1C=CC2=CC(=CC=C12)F 2-fluoro-5-(5-fluoroindole-1-sulfonyl)-4-methoxyaniline